2-oxoethyl-piperazine-1-carboxylate O=CCOC(=O)N1CCNCC1